OC1=C(C=CC(=C1)OCC(CCCC)CC)C1=NC(=NC(=N1)C1=C(C=C(C=C1)OCC(CCCC)CC)O)C1=CC=C(C=C1)OC 2,4-bis[2-hydroxy-4-(2-ethylhexyloxy)phenyl]-6-(4-methoxyphenyl)-s-triazine